methyl 4-(butyl(methoxycarbonyl)amino)-2,3-dimethylpentanoate C(CCC)N(C(C(C(C(=O)OC)C)C)C)C(=O)OC